((2-(((S)-1-cyclopropyl-2-oxo-2-((S)-2-((S)-2-phenylmorpholine-4-carbonyl)pyrrolidin-1-yl)ethyl)carbamoyl)benzo[b]thiophen-5-yl)difluoromethyl)phosphonic acid C1(CC1)[C@@H](C(N1[C@@H](CCC1)C(=O)N1C[C@@H](OCC1)C1=CC=CC=C1)=O)NC(=O)C1=CC2=C(S1)C=CC(=C2)C(F)(F)P(O)(O)=O